(6,7-difluoro-2,3-dihydrobenzo[b][1,4]dioxin-5-yl)methanol FC1=C(C2=C(OCCO2)C=C1F)CO